C1CC=CC2=C1C=CC(C=CC2=O)=O dihydrobenzo[8]annulene-5,8-dione